(+/-)-[2-{[3,5-difluoro-4-({3-[1-(propan-2-yl)-1H-pyrazol-3-yl]-1H-pyrrolo[2,3-b]pyridin-4-yl}oxy)phenyl]amino}-5-methyl-5,6-dihydro-4H-1,3-oxazin-5-yl]methanol FC=1C=C(C=C(C1OC1=C2C(=NC=C1)NC=C2C2=NN(C=C2)C(C)C)F)NC=2OC[C@@](CN2)(C)CO |r|